CC(C)C[C@H]1C(=O)N2CCC[C@H]2C(=O)N1 The molecule is a homodetic cyclic peptide composed from leucyl and prolyl residues. It has a role as a marine metabolite and a bacterial metabolite. It is a dipeptide, a homodetic cyclic peptide and a pyrrolopyrazine.